sodium triacetyl-oxyboranuide C(C)(=O)O[BH-](OC(C)=O)OC(C)=O.[Na+]